trimethyl-ammonium methyl-sulfate salt COS(=O)(=O)[O-].C[NH+](C)C